C(C)OC(=O)C=1N=C(SC1C1CCN(CC1)S(=O)(=O)CC1=CC=CC=C1)N(C)C=1N=NC(=C(C1)C)NC=1SC2=C(N1)C=CC=C2 ({6-[(1,3-benzothiazol-2-yl)amino]-5-methylpyridazin-3-yl}(methyl)amino)-5-(1-phenylmethanesulfonylpiperidin-4-yl)-1,3-thiazole-4-carboxylic acid ethyl ester